C(C)O[Si](OCC)(OCC)CCCSSCCC[Si](OCC)(OCC)OCC bis-[(triethoxysilyl) propyl] disulfide